NC1=NC(=CC(=N1)N1CCC2(C[C@H](NC2)C(=O)O)CC1)O[C@@H](C(F)(F)F)C1=C(C=C(C=C1)C1=CC(=CC(=C1)F)Cl)N1N=C(C=C1)C (S)-8-(2-amino-6-((R)-1-(3'-chloro-5'-fluoro-3-(3-methyl-1H-pyrazol-1-yl)-[1,1'-biphenyl]-4-yl)-2,2,2-trifluoroethoxy)pyrimidin-4-yl)-2,8-diazaspiro[4.5]decane-3-carboxylic acid